tert-butyl (3R,4R)-4-((3-(2,6-bis(benzyloxy) pyridin-3-yl)-1-methyl-1H-pyrazolo[3,4-b]pyridin-6-yl) amino)-3-methylpiperidine-1-carboxylate C(C1=CC=CC=C1)OC1=NC(=CC=C1C1=NN(C2=NC(=CC=C21)N[C@H]2[C@@H](CN(CC2)C(=O)OC(C)(C)C)C)C)OCC2=CC=CC=C2